COC1=C(C=CC=C1)C1=C(C(=O)NC=2SC(=NN2)OC2CNCCC2)C=CN=C1 3-(2-methoxyphenyl)-N-(5-(piperidin-3-yloxy)-1,3,4-thiadiazol-2-yl)isonicotinamide